(3S,4R)-3-fluoro-1-(4-((5-isopropyl-8-(methylamino)-2,7-naphthyridin-3-yl)amino)pyrimidin-2-yl)-3-methylpiperidin-4-ol F[C@]1(CN(CC[C@H]1O)C1=NC=CC(=N1)NC=1N=CC2=C(N=CC(=C2C1)C(C)C)NC)C